(3-fluorophenyl)(methyl)sulfane FC=1C=C(C=CC1)SC